COC1=C(C(=O)C2=C(C(=O)O)C(=CC=C2)C)C=CC(=C1)C 2-(2-methoxy-4-methylbenzoyl)-6-methylbenzoic acid